tert-butyl (S)-2-((tert-butoxycarbonyl)amino)-3-(4-(6-carbamoylpyridin-2-yl)-[2,4'-bithiazol]-2'-yl)propanoate C(C)(C)(C)OC(=O)N[C@H](C(=O)OC(C)(C)C)CC=1SC=C(N1)C=1SC=C(N1)C1=NC(=CC=C1)C(N)=O